NC1=NC=2C3=C(C(CC2C=N1)(C)C)C(=NN3C3OCCCC3)C(=O)NC=3SC=C(N3)CC(=O)N3CCC(CC3)N3CC(CCC3)(F)F 8-amino-N-{4-[2-(3,3-difluoro-1,4'-bipiperidin-1'-yl)-2-oxoethyl]-1,3-thiazol-2-yl}-4,4-dimethyl-1-(tetrahydro-2H-pyran-2-yl)-4,5-dihydro-1H-pyrazolo[4,3-H]quinazoline-3-carboxamide